[Sn].[Zn].[Mg].[Al] aluminum-magnesium-zinc-tin